C(C)(C)(C)OC(=O)N1CC(C1)C1=CC(=C(C(=C1)C)CN1CCC(CC1)(C)OC(C)=O)C 3-[4-[(4-acetoxy-4-methyl-1-piperidinyl)methyl]-3,5-dimethyl-phenyl]azetidine-1-carboxylic acid tert-butyl ester